C(C)N(C)C1=NC(=NC=C1C=CC#N)NC1=CC=C(C=C1)N1CCN(CC1)C 3-{4-(N-Ethyl-N-methylamino)-2-[4-(4-methylpiperazin-1-yl)phenylamino]pyrimidin-5-yl}acrylonitrile